C(C([2H])([2H])[2H])(C1=NC=2N(C(=C1)NCC1(CN(C1)C(=O)OC1=CC=C(C=C1)[N+](=O)[O-])C1=CC=C(C=C1)F)N=C(C2)C(F)(F)F)([2H])[2H] 4-nitrophenyl 3-(((5-(ethyl-d5)-2-(trifluoromethyl)pyrazolo[1,5-a]pyrimidin-7-yl)amino)methyl)-3-(4-fluorophenyl)azetidine-1-carboxylate